1,2-propylene glycol bis(3-mercaptobutyrate) SC(CC(=O)OCC(C)OC(CC(C)S)=O)C